6-(10-hydroxydecyloxy)naphthalene-2-carbonitrile OCCCCCCCCCCOC=1C=C2C=CC(=CC2=CC1)C#N